CN1C(N(C2=NC(=NC=C12)NC=1C(=CC=2N(C1)N=CN2)C)C2CCN(CC2)C#N)=O 4-(7-Methyl-2-((7-methyl-[1,2,4]triazolo[1,5-a]pyridin-6-yl)amino)-8-oxo-7,8-Dihydro-9H-purin-9-yl)piperidine-1-carbonitrile